(3R,4R)-1-cyclopentyl-3-fluoro-4-(4-methoxyphenyl)pyrrolidine C1(CCCC1)N1C[C@@H]([C@@H](C1)C1=CC=C(C=C1)OC)F